N-{[4-({[4-(1,3-difluoropropan-2-yl)morpholin-2-yl]methyl}amino)-3-nitrophenyl]sulfonyl}-2-(1H-pyrrolo[2,3-b]pyridin-5-yloxy)benzamide FCC(CF)N1CC(OCC1)CNC1=C(C=C(C=C1)S(=O)(=O)NC(C1=C(C=CC=C1)OC=1C=C2C(=NC1)NC=C2)=O)[N+](=O)[O-]